rac-(5R)-3-[2-chloro-5-[3-(trifluoromethyl)phenoxy]-4-pyridyl]-5-[(4-cyclopropyl-2-methyl-phenyl)methyl]-5,6-dihydro-4H-1,2,4-oxadiazine ClC1=NC=C(C(=C1)C1=NOC[C@H](N1)CC1=C(C=C(C=C1)C1CC1)C)OC1=CC(=CC=C1)C(F)(F)F |r|